COC=1C(=NC(=CC1)OC)\C=C(/C)\[N+](=O)[O-] (E)-3,6-dimethoxy-2-(2-nitroprop-1-en-1-yl)pyridine